C1(=CC=CC=C1)C1=CC=C(C=C1)C(C)NC1=NN2C(NC(=CC2=O)CCC)=N1 2-[1-(4-phenylphenyl)ethylamino]-5-propyl-4H-[1,2,4]triazolo[1,5-a]pyrimidin-7-one